ClC1=C(N(C(C2=C(C=CC=C12)C=1C=NC(=NC1)Cl)=O)C1=CC=CC=C1)[C@H](C)NC=1C2=C(N=CN1)NC=CC2=O (S)-4-((1-(4-chloro-8-(2-chloropyrimidin-5-yl)-1-oxo-2-phenyl-1,2-dihydroisoquinolin-3-yl)ethyl)amino)pyrido[2,3-d]pyrimidin-5(8H)-one